4-(4-(6-(1-((1R,2S,3R,5S)-2-fluoro-1,5-dimethyl-8-azabicyclo[3.2.1]octan-3-yl)vinyl)pyridazin-3-yl)-3-hydroxyphenyl)-1-methyl-1,3,5-triazin-2(1H)-one F[C@@H]1[C@]2(CC[C@@](C[C@@H]1C(=C)C1=CC=C(N=N1)C1=C(C=C(C=C1)C1=NC(N(C=N1)C)=O)O)(N2)C)C